(S)-N-((R)-1-(1H-pyrrolo[3,2-c]pyridin-2-yl)ethyl)-5-((phenoxathiine-3-carbonyl)glycyl)-5-azaspiro[2.4]heptane-6-carboxamide N1C(=CC=2C=NC=CC21)[C@@H](C)NC(=O)[C@H]2N(CC1(CC1)C2)C(CNC(=O)C=2C=CC=1SC3=CC=CC=C3OC1C2)=O